BrC=1C2=C(C(=NC1)OC)C=NN2 7-bromo-4-methoxy-1H-pyrazolo[4,3-c]pyridine